N1C(=O)NC(=O)C=C1C(=O)[O-] uracil-6-carboxylate